N[C@@H]1[C@@H](CCCC1)NC1=NC=2N(C=C1)N=CC2C(=O)NC=2C(=NN(C2)CC(=O)N)C(N)=O 5-{[(1R,2S)-2-Aminocyclohexyl]amino}-N-[1-(2-amino-2-oxoethyl)-3-carbamoyl-1H-pyrazol-4-yl]pyrazolo[1,5-a]pyrimidin-3-carboxamid